ClC1=C(C=CC2=C1OCCN2C(CNC2=C(C#N)C(=CC(=N2)C)C(F)(F)F)=O)F 2-((2-(8-chloro-7-fluoro-2,3-dihydro-4H-benzo[b][1,4]oxazin-4-yl)-2-oxoethyl)amino)-6-methyl-4-(trifluoromethyl)nicotinonitrile